ClC=1C=C(C=CC1)C1CCN(CC1)C(C1=C(C2=C(C=CC(=NO2)OC)C=C1)O)([2H])[2H] 8-((4-(3-chlorophenyl)piperidin-1-yl)methyl-d2)-3-methoxy-9-hydroxybenzo[5,6]oxazepin